C(C)C(C(=O)[O-])CCCC.C(C)[Pt+] ethyl-platinum (II) 2-ethylhexanoate